C(N)(=O)C=1C(=NC(=C(C(=O)OCC)C1C=1SC(=CC1)CNC(C1=CC(=C(C=C1)F)F)=O)CCC1=CC=C(C=C1)F)CC(C)C ethyl 5-carbamoyl-4-(5-((3,4-difluorobenzamido)methyl)thiophen-2-yl)-2-(4-fluorophenethyl)-6-isobutylnicotinate